3-(6-butyryl-4-methylpyridin-3-yl)-7-chloro-1,6-naphthyridine-2-carbonitrile C(CCC)(=O)C1=CC(=C(C=N1)C=1C(=NC2=CC(=NC=C2C1)Cl)C#N)C